methyl (Z)-2-[5-(3-cyclohexyl-4-methyl-pyrazol-1-yl)-2-methyl-phenoxy]-3-methoxy-prop-2-enoate C1(CCCCC1)C1=NN(C=C1C)C=1C=CC(=C(O\C(\C(=O)OC)=C/OC)C1)C